C(C)(C)(C)[C@@H]1CN(CCC1)C(=O)NC1=C(C=C(C(=C1)C1=CC(=NC(=C1)N1CCOCC1)OCCO)C)F |r| (RS)-3-(tert-butyl)-N-(2-fluoro-5-(2-(2-hydroxyethoxy)-6-morpholinopyridin-4-yl)-4-methylphenyl)piperidine-1-carboxamide